(S)-5-(((4-(4-(3-((3-(((1-acetylpiperidin-4-yl)amino)methyl)-2-methoxyphenyl)amino)-2-chlorophenyl)-3-chloropyridin-2-yl)-2-methoxybenzyl)amino)methyl)pyrrolidin-2-one C(C)(=O)N1CCC(CC1)NCC=1C(=C(C=CC1)NC=1C(=C(C=CC1)C1=C(C(=NC=C1)C1=CC(=C(CNC[C@@H]2CCC(N2)=O)C=C1)OC)Cl)Cl)OC